(E)-4-(9-(3-methoxyphenyl)-6-(2-(3-methylbenzylidene)hydrazinyl)-9H-purin-2-yl)morpholine COC=1C=C(C=CC1)N1C2=NC(=NC(=C2N=C1)N/N=C/C1=CC(=CC=C1)C)N1CCOCC1